1,3-bis(pyridin-2-yl)-5-(2,5-dimethylphenyl)benzene tert-butyl-4-(2-(2,6-dioxopiperidin-3-yl)-6-fluoro-1,3-dioxoisoindolin-5-yl)piperazine-1-carboxylate C(C)(C)(C)OC(=O)N1CCN(CC1)C=1C=C2C(N(C(C2=CC1F)=O)C1C(NC(CC1)=O)=O)=O.N1=C(C=CC=C1)C1=CC(=CC(=C1)C1=C(C=CC(=C1)C)C)C1=NC=CC=C1